Cl.NC(CCCCB(O)O)C1=NN=NN1CC(NCC#C)=O (5-amino-5-(1-(2-oxo-2-(prop-2-yn-1-ylamino)ethyl)-1H-tetrazol-5-yl)pentyl)boronic acid hydrochloride